C(C)C(=CC1=CC=CC=C1)S(=O)(=O)O ethylstyrenesulfonic acid